2,4-dihydroxy-6-(3-nitrostyryl)-1,3,5-triazine OC1=NC(=NC(=N1)O)C=CC1=CC(=CC=C1)[N+](=O)[O-]